OC1=CC=2C[C@H](N3C(C2C2=C1OCC2)=CC(C(=C3)C(=O)OCC)=O)C(C)C ethyl (S)-4-hydroxy-7-isopropyl-11-oxo-2,6,7,11-tetrahydro-1H-furo[2,3-H]pyrido[2,1-a]isoquinoline-10-carboxylate